tert-butyl N-(2-{5-[(2R,8R)-2-(benzyloxy)-8-[(tert-butyldiphenylsilyl)oxy]-1,1,1-trifluorononan-2-yl]-1,3,4-oxadiazol-2-yl}-6-bromo-5-(trifluoromethyl)pyridin-3-yl)carbamate C(C1=CC=CC=C1)O[C@](C(F)(F)F)(CCCCC[C@@H](C)O[Si](C1=CC=CC=C1)(C1=CC=CC=C1)C(C)(C)C)C1=NN=C(O1)C1=NC(=C(C=C1NC(OC(C)(C)C)=O)C(F)(F)F)Br